tert-butyl 6-[[2-(methylsulfonimidoyl)-4-(trifluoromethyl)phenyl]methylene]-2-azaspiro[3.3]heptane-2-carboxylate CS(=O)(=N)C1=C(C=CC(=C1)C(F)(F)F)C=C1CC2(CN(C2)C(=O)OC(C)(C)C)C1